(R)-2-(Cyclopropylamino)-4-(1-((5-methoxy-7-methyl-1H-indol-4-yl)methyl)-4-(3,3,3-trifluoropropyl)piperazin-2-yl)benzoic acid C1(CC1)NC1=C(C(=O)O)C=CC(=C1)[C@H]1N(CCN(C1)CCC(F)(F)F)CC1=C2C=CNC2=C(C=C1OC)C